COCCC1=CC(=NC=N1)O 6-(2-Methoxyethyl)pyrimidin-4-ol